CO[C@@H](C)C1=C(C=C(C=N1)N1CCN(CC1)C(=O)[O-])B1OC(C(O1)(C)C)(C)C (S)-4-(6-(1-methoxyethyl)-5-(4,4,5,5-tetramethyl-1,3,2-dioxaborolan-2-yl)pyridin-3-yl)piperazine-1-carboxylate